(n-propylcyclopentadienyl)tris(ethylmethylamino)zirconium C(CC)C1(C=CC=C1)[Zr](N(CC)C)(N(CC)C)N(C)CC